diethoxyhexyl dicarbonate C(=O)(OCCCCCC(OCC)OCC)OC(=O)[O-]